5-[2-(2,2-Dimethyl-benzo[1,3]dioxol-5-ylamino)-5-methyl-pyrimidin-4-ylamino]-3H-benzooxazol-2-one CC1(OC2=C(O1)C=CC(=C2)NC2=NC=C(C(=N2)NC=2C=CC1=C(NC(O1)=O)C2)C)C